FC1=CC=C(C=C1)NC(=O)C1(C(C1C)C)C(=O)NC1=CC(=C(C=C1)OC1=CC=NC2=CC(=C(C=C12)OC)O)F 2,3-Dimethyl-cyclopropane-1,1-dicarboxylic acid [3-fluoro-4-(7-hydroxy-6-methoxy-quinolin-4-yloxy)-phenyl]-amide (4-fluoro-phenyl)-amide